Ethyl-(S)-3-((tert-butoxycarbonyl)amino)-4-(difluoromethylen)cyclopent-1-ene-1-carboxylat C(C)OC(=O)C1=C[C@@H](C(C1)=C(F)F)NC(=O)OC(C)(C)C